2-chloro-4-phenyl-6-(thiophen-2-yl)-1,3,5-triazine ClC1=NC(=NC(=N1)C1=CC=CC=C1)C=1SC=CC1